ClC1=CC=C(C=C1)N1N=CC=2C1=CN=C(C2O)C(=O)OC methyl 1-(4-chlorophenyl)-4-hydroxy-1H-pyrazolo[3,4-c]pyridine-5-carboxylate